hydroxydimethylnaphthalene OC=1C(=C(C2=CC=CC=C2C1)C)C